ClC=1C=C2CC(CC2=CC1Cl)(C(=O)O)C(=O)O 5,6-dichloroindane-2,2-dicarboxylic acid